NCC(CN1N=CN(C1=O)C1=C(C(=CC=C1)C=1C=NC(=CC1)C(F)(F)F)C)=C(F)F 2-[2-(aminomethyl)-3,3-difluoro-allyl]-4-[2-methyl-3-[6-(trifluoromethyl)-3-pyridinyl]phenyl]-1,2,4-triazol-3-one